C(#C)C1=CC(=NC=2N=C(N=CC21)NC2=CC=C(C=C2)N2CCN(CC2)C)OC2CCOCC2 5-ethynyl-N-(4-(4-methylpiperazin-1-yl)phenyl)-7-((tetrahydro-2H-pyran-4-yl)oxy)pyrido[2,3-d]pyrimidin-2-amine